1-(4-(3-isopropyl-2-(8-methoxy-[1,2,4]triazolo[1,5-a]pyridin-6-yl)-1H-pyrrolo[2,3-c]pyridin-5-yl)piperazin-1-yl)-2-(methylamino)ethan-1-one C(C)(C)C1=C(NC2=CN=C(C=C21)N2CCN(CC2)C(CNC)=O)C=2C=C(C=1N(C2)N=CN1)OC